CCCCCCC(C/C=C\\CCCCCCCC(=O)[O-])OP(=O)([O-])[O-] The molecule is an organophosphate oxoanion obtained by deprotonation of the carboxy and phosphate OH groups of (9Z)-12-(phosphonooxy)octadecenoic acid; major species at pH 7.3. It is a conjugate base of a (9Z)-12-(phosphonooxy)octadecenoic acid.